FC1=C(C(=CC(=C1)N1[C@@H]([C@H](C1)NC=1OC(=NN1)C1=CC=C(C=C1)C)C)F)C1C(NC(CC1)=O)=O 3-(2,6-difluoro-4-((2R,3S)-2-methyl-3-((5-(p-tolyl)-1,3,4-oxadiazol-2-yl)amino)azetidin-1-yl)phenyl)piperidine-2,6-dione